4-benzyl-2,2-dimethyl-6-(trifluoromethyl)morpholine aluminum [Al].C(C1=CC=CC=C1)N1CC(OC(C1)C(F)(F)F)(C)C